tert-butyl 4-((2-chloroethyl) amino)-4-methylpentanoate ClCCNC(CCC(=O)OC(C)(C)C)(C)C